(R)-(3-Amino-1-(2-((6-amino-9H-purin-9-yl)methyl)-4-fluoro-3-(trifluoromethyl)phenyl)pyrrolidin-3-yl)(6,7-dihydroisoxazolo[4,3-c]pyridin-5(4H)-yl)methanon N[C@]1(CN(CC1)C1=C(C(=C(C=C1)F)C(F)(F)F)CN1C2=NC=NC(=C2N=C1)N)C(=O)N1CC=2C(CC1)=NOC2